3-(1-(2-amino-5,6,7,8-tetrahydropyrido[2,3-d]pyrimidin-4-yl)piperidin-3-yl)-N,N-dimethylpropanamide NC=1N=C(C2=C(N1)NCCC2)N2CC(CCC2)CCC(=O)N(C)C